(3-(1-(3-iodobenzyl)-1H-1,2,3-triazol-4-yl)phenyl)-7-methoxy-6-(3-morpholinopropoxy)quinazolin-4-amine IC=1C=C(CN2N=NC(=C2)C=2C=C(C=CC2)C2=NC3=CC(=C(C=C3C(=N2)N)OCCCN2CCOCC2)OC)C=CC1